5-[Dimethyl(phenyl)silyl]-4-methyl-N-(quinolin-8-yl)pentanamide C[Si](CC(CCC(=O)NC=1C=CC=C2C=CC=NC12)C)(C1=CC=CC=C1)C